perfluorophenyl 2-(4-chlorophenyl)acetate ClC1=CC=C(C=C1)CC(=O)OC1=C(C(=C(C(=C1F)F)F)F)F